4,4'-dicyano-biphenyl C(#N)C1=CC=C(C=C1)C1=CC=C(C=C1)C#N